C(C)OC(=O)C1(CC(C1)N1N=C(C(=C1N)C#N)C1=CC=C2C=CC(=NC2=C1)C1=CC=CC=C1)C (1r,3r)-3-(5-amino-4-cyano-3-(2-phenylquinolin-7-yl)-1H-pyrazol-1-yl)-1-methylcyclobutane-1-carboxylic acid ethyl ester